ClC1=C(C=CC(=C1)OCCN1CCN(CC1)C)C=1N(C2=NC=NC(=C2N1)OC1(CC1)C)CC1=NC=CC=N1 8-(2-chloro-4-(2-(4-methylpiperazin-1-yl)ethoxy)phenyl)-6-(1-methylcyclopropoxy)-9-(pyrimidin-2-ylmethyl)-9H-purine